COC1=CC=C(C=C1)N(S(=O)(=O)C1=CC=C(C)C=C1)CC=C(C)C N-(4-methoxyphenyl)-N-(3-methyl-2-buten-1-yl)p-toluenesulfonamide